C(=C\\C(=O)[O-])\\C(=O)[O-].[Na+].[Na+] The molecule is an organic sodium salt that is the disodium salt of maleic acid. It has a role as an algal metabolite, a mouse metabolite and a plant metabolite. It contains a maleate(2-).